N6-acryloyllysine C(C=C)(=O)NCCCC[C@H](N)C(=O)O